2,2,2-Tri-fluoro-1-(3-fluorophenyl)ethan-1-on FC(C(=O)C1=CC(=CC=C1)F)(F)F